Benzyl 4-((((1R,3r,5S)-3-(5-(tetrahydrofuran-2-yl)isoxazole-3-carboxamido)-8-azabicyclo[3.2.1]octan-8-yl)sulfonyl)methyl)piperidine-1-carboxylate O1C(CCC1)C1=CC(=NO1)C(=O)NC1C[C@H]2CC[C@@H](C1)N2S(=O)(=O)CC2CCN(CC2)C(=O)OCC2=CC=CC=C2